4-Hydroxy-2-oxopentanoic acid OC(CC(C(=O)O)=O)C